C1(=CC=CC=C1)N1N=CC(=C1)NCCC1=CC=C(C=C1)C(F)(F)F 1-phenyl-N-(4-(trifluoromethyl)phenethyl)-1H-pyrazol-4-amine